3-(bis(3-(diethylamino)propyl)amino)propane-1,2-diol C(C)N(CCCN(CC(CO)O)CCCN(CC)CC)CC